Cl.CN1N=C2C(=C1C1=CC=C(C=C1)C(F)(F)F)CNC2 2-methyl-3-(4-(trifluoromethyl)phenyl)-2,4,5,6-tetrahydropyrrolo[3,4-c]pyrazole hydrochloride